N(=[N+]=[N-])C[C@@H]1N(C[C@H](C1)O[Si](C)(C)C(C)(C)C)C1=C(N=NC(=C1)Cl)Cl 4-((2R,4S)-2-(azidomethyl)-4-((tert-butyldimethylsilyl)oxy)pyrrolidin-1-yl)-3,6-dichloropyridazine